NC1=NC2=CC=C(C=C2C=C1C)C(=O)N(CC1=NC=C(C=C1)C(F)(F)F)CC1=CC=C2C(=N1)NC=C2 2-amino-3-methyl-N-(1H-pyrrolo[2,3-b]pyridin-6-ylmethyl)-N-((5-(trifluoromethyl)-2-pyridinyl)methyl)-6-quinolinecarboxamide